NC(C(=O)O)C(CCC)C1=CNC2=CC=CC=C12 2-amino-3-(1H-indol-3-yl)hexanoic acid